C(C)C1(C(C=CC=C1)C1=C(C=CC=C1)O)CC 2,2-diethylphenyl-phenol